(3s)-3-amino-4-(3-bromo-5-chloro-7-{[(2-fluorophenyl)methyl]amino}thieno[3,2-b]pyridin-2-yl)butan-1-ol dihydrochloride Cl.Cl.N[C@@H](CCO)CC1=C(C2=NC(=CC(=C2S1)NCC1=C(C=CC=C1)F)Cl)Br